3-azabicyclo[3.1.0]hexan-3-ylpropan-1-ol C12CN(CC2C1)C(CC)O